C[C@H]1CN(CC[C@@H]1NC(=O)C1=CC(=CC=2N(C=NC21)CC(F)(F)F)C#CCNC=2C(=CC=C(C2)S(=O)(=O)C)C)C2CCOCC2 N-[(3S,4S)-3-methyl-1-(tetrahydro-2H-pyran-4-yl)-4-piperidyl]-6-[3-(4-mesyl-2-toluidino)-1-propynyl]-1-(2,2,2-trifluoroethyl)-1H-1,3-benzimidazole-4-carboxamide